C(C)(C)(C)N(C(O)=O)C(C(NCC(F)(F)F)=O)CCSC.COCC1N(CCC1)C(=O)N 2-(methoxymethyl)pyrrolidine-1-carboxamide tert-Butyl-(4-(methylthio)-1-oxo-1-((2,2,2-trifluoroethyl)amino)butan-2-yl)carbamate